CN(C(C1=C(C=C(C=C1)C1=CNC2=NC=C(N=C21)C2=CC(=C1CCN(CC1=C2)CCC(N[C@H]2COCCC2)=O)C)C)=O)C (R)-N,N,2-trimethyl-4-(2-(5-methyl-2-(3-oxo-3-((tetrahydro-2H-pyran-3-yl)amino)propyl)-1,2,3,4-tetrahydroisoquinolin-7-yl)-5H-pyrrolo[2,3-b]pyrazin-7-yl)benzamide